3-isopropyl-6-(4-methylphenyl)chromone C(C)(C)C1=COC2=CC=C(C=C2C1=O)C1=CC=C(C=C1)C